C12CN(C(CC1)C2)C2=NC=CC(=N2)C(=O)NC[C@H]([C@H]2NCC1=CC(=CC=C1C2)OCC2=C(N=CO2)C)O 2-(3-azabicyclo[2.2.1]heptan-3-yl)-N-((2R)-2-hydroxy-2-((3S)-7-((4-methyloxazol-5-yl)methoxy)-1,2,3,4-tetrahydroisoquinolin-3-yl)ethyl)pyrimidine-4-carboxamide